1,3,4-trihydroxynaphthalene OC1=CC(=C(C2=CC=CC=C12)O)O